ClC1=NC=2N(C(=C1C1=CC=CC=C1)Cl)N=CN2 5,7-dichloro-6-phenyl-[1,2,4]triazolo[1,5-a]pyrimidine